1-benzylpyrrolidine-3-carboxylic acid C(C1=CC=CC=C1)N1CC(CC1)C(=O)O